3-(2-(2-(((S)-1-((2S,4R)-4-hydroxy-2-(((S)-1-(4-(4-methylthiazol-5-yl)phenyl)ethyl)carbamoyl)pyrrolidin-1-yl)-3,3-dimethyl-1-oxobutan-2-yl)amino)-2-oxoethoxy)ethoxy)propanoic acid O[C@@H]1C[C@H](N(C1)C([C@H](C(C)(C)C)NC(COCCOCCC(=O)O)=O)=O)C(N[C@@H](C)C1=CC=C(C=C1)C1=C(N=CS1)C)=O